6-Chloro-7-fluoro-2,2-dimethyl-3,4-dihydro-2H-1-benzopyran-8-carboxylic acid ClC=1C(=C(C2=C(CCC(O2)(C)C)C1)C(=O)O)F